C=1(C(=CC=CC1)S(=O)(=O)[O-])C(C)C.[Na+] Sodium Cumensulfonate